FC1=CC(=C(C=C1)C=1C=CC=C2C=NC(=NC12)NC=1C=CC(=C(C1)NC(=O)C1CCOCC1)C)OC(C)C N-(5-((8-(4-fluoro-2-isopropoxyphenyl)quinazolin-2-yl)amino)-2-methylphenyl)tetrahydro-2H-pyran-4-carboxamide